methyl-epiiodohydrin CC(I)C1CO1